1,3,5-tributylbenzaldehyde C(CCC)C1(C=O)CC(=CC(=C1)CCCC)CCCC